ClC1=CNC2=C(C=CC(=C12)Cl)NS(=O)(=O)C1=CC=C(C=C1)S(=O)(=O)N(CCC)C1CCNCC1 N1-(3,4-dichloro-1H-indol-7-yl)-N4-(piperidin-4-yl)-N4-propylbenzene-1,4-disulfonamide